(2S)-N-[2-(3-cyanophenyl)-3-(2,6-dimethyl-4-pyridyl)pyrazolo[1,5-a]pyrimidin-5-yl]-3,3,3-trifluoro-2-hydroxy-2-methyl-propanamide C(#N)C=1C=C(C=CC1)C1=NN2C(N=C(C=C2)NC([C@](C(F)(F)F)(C)O)=O)=C1C1=CC(=NC(=C1)C)C